S(C)(=O)(=O)[O-].C(C)[NH+]1CC(CCC1)CC 1,3-diethylpiperidinium mesylate